N-(2-((2-(dimethylamino)ethyl)(methyl)amino)-5-((4-(1-ethyl-5-fluoro-1H-indol-3-yl)-7-tosyl-7H-pyrrolo[2,3-d]pyrimidin-2-yl)amino)phenyl)acetamide CN(CCN(C1=C(C=C(C=C1)NC=1N=C(C2=C(N1)N(C=C2)S(=O)(=O)C2=CC=C(C)C=C2)C2=CN(C1=CC=C(C=C21)F)CC)NC(C)=O)C)C